2,2-bis-(4-aminophenyl)hexafluoropropane NC1=CC=C(C=C1)C(C(F)(F)F)(C(F)(F)F)C1=CC=C(C=C1)N